(2R)-1-[(4aR,8aS)-3,4,4a,5,6,7,8,8a-octahydro-2H-quinolin-1-yl]-3-[benzyl(methyl)amino]-2-[(4-methoxyphenyl)methylamino]propan-1-one N1(CCC[C@H]2CCCC[C@H]12)C([C@@H](CN(C)CC1=CC=CC=C1)NCC1=CC=C(C=C1)OC)=O